6-(morpholine-4-carbonyl)-4-(pyridazin-3-yl)quinoline-2-carbaldehyde N1(CCOCC1)C(=O)C=1C=C2C(=CC(=NC2=CC1)C=O)C=1N=NC=CC1